carbon fluorocarboxylic acid fluoride FC(=O)F.[C]